2-(2-(2-((2-acetyl-5-chlorophenyl)amino)-2-oxoacetamido)-3-phenylpropionamido)-1H-indole-1,2-dicarboxylic acid C(C)(=O)C1=C(C=C(C=C1)Cl)NC(C(=O)NC(C(=O)NC1(N(C2=CC=CC=C2C1)C(=O)O)C(=O)O)CC1=CC=CC=C1)=O